B(C1=CC(=CC(=C1)[N+](=O)[O-])C(=O)NC(C)C)(O)O 3-(N-ISOPROPYLAMINOCARBONYL)-5-NITROPHENYLBORONIC ACID